CNC(NC#N)=NCCSCC=1N=CNC1C N'-methyl-N''-[2-[[(5-methyl-1H-imidazol-4-yl)methyl]thio]-ethyl]-N-cyanoguanidine